C(C)(C)(C)[Si](OC1=CC(=CC=C1)[C@H]1[C@@H](C1)C)(C)C |r| racemic-tert-butyldimethyl-(3-((trans)-2-methylcyclopropyl)phenoxy)silane